ClC1=CC2=C([C@@]3(OCC2)C[C@H](N(CC3)C(C(F)(F)F)=O)C=3N=NN(C3)C)S1 1-((2s,4S)-2'-chloro-2-(1-methyl-1H-1,2,3-triazol-4-yl)-4',5'-dihydrospiro[piperidine-4,7'-thieno[2,3-c]pyran]-1-yl)-2,2,2-trifluoroethan-1-one